(4-Chloro-2-(1-oxo-3,4,6,7,8,9-hexahydropyrido[3,4-b]indolizin-2(1H)-yl)pyridin-3-yl)methyl acetate C(C)(=O)OCC=1C(=NC=CC1Cl)N1C(C=2C=C3CCCCN3C2CC1)=O